C(CCCCC(=O)[O-])(=O)OCCCC butyl adipate